C(#N)C=1C=CC=2N(C(N=C(C2N1)N1C[C@H](N(C[C@@H]1CC)C(C(=O)NCCS(=O)(=O)C)C1=CC=C(C=C1)C(F)(F)F)CC)=O)C 2-((2r,5s)-4-(6-cyano-1-methyl-2-oxo-1,2-dihydropyrido[3,2-d]pyrimidin-4-yl)-2,5-diethylpiperazin-1-yl)-N-(2-(methylsulfonyl)ethyl)-2-(4-(trifluoromethyl)phenyl)acetamide